4-ethyl-1,3-dioxane-2-one C(C)C1OC(OCC1)=O